C(C)(=O)[O-].C(C)(=O)[O-].C(CCC)[Sn+2]CCCC Dibutyl-tin diacetate